CS(=O)(=O)O[C@@H]1C[C@@H](CCC1)C(=O)OCC1=CC=CC=C1 |r| rac-Benzyl (1R,3S)-3-((methylsulfonyl)oxy)cyclohexane-1-carboxylate